lithium (12-hydroxystearate) OC(CCCCCCCCCCC(=O)[O-])CCCCCC.[Li+]